1-methyl-bicyclo[2.2.2]oct-2-ene-2,3-dicarboxylic acid diisobutyl ester C(C(C)C)OC(=O)C=1C2(CCC(C1C(=O)OCC(C)C)CC2)C